9-propenyl-tetracyclo[6.2.1.13,6.02,7]dodeca-4-ene C(=CC)C1C2C3C4C=CC(C3C(C1)C2)C4